(4-(4-(dimethylamino)-3-iodo-1H-pyrazolo[3,4-d]pyrimidin-1-yl)butyl)carbamic acid tert-butyl ester C(C)(C)(C)OC(NCCCCN1N=C(C=2C1=NC=NC2N(C)C)I)=O